FC=1C=C(C=CC1N1CCN(CC1)C1=NC=C(C=N1)F)NC(C(C=1OC(=CC1C1=CC=CC=C1)C)=NO)=O N-(3-fluoro-4-(4-(5-fluoropyrimidin-2-yl)piperazin-1-yl)phenyl)-2-(hydroxyimino)-2-(5-methyl-3-phenylfuran-2-yl)acetamide